OCC=1CCC(C(C1)C=1C(=CC(=CC1O)CCCCC)O)C(C)C 5'-(hydroxymethyl)-2'-isopropyl-4-pentyl-1',2',3',4'-tetrahydro-[1,1'-biphenyl]-2,6-diol